COC1=CC=C(C=C1)CN(C(OC(C)(C)C)=O)C=1SC(=CN1)B1OC(C(O1)(C)C)(C)C tert-butyl N-[(4-methoxyphenyl) methyl]-N-[5-(4,4,5,5-tetramethyl-1,3,2-dioxaborolan-2-yl)thiazol-2-yl]carbamate